C1(=CC=CC=C1)OC(=O)C1CCC(CC1)C(=O)OC1=CC=CC=C1 cyclohexane-1,4-dicarboxylic acid diphenyl ester